ClC1=C(C[N+]2=C3N(C(C(=C2)C=2C(=NOC2C)C)=O)C=CC=C3)C=CC(=C1)Cl 1-(2,4-dichlorobenzyl)-3-(3,5-dimethylisoxazol-4-yl)-4-oxo-4H-pyrido[1,2-a]Pyrimidinium